ClC=1C=NN2C1C(=CC(=C2)C=2N=NN(C2C)C2CCNCC2)OCC(OC)C2=NC=C(C=C2)F 3-chloro-4-[2-(5-fluoro-2-pyridyl)-2-methoxy-ethoxy]-6-[5-methyl-1-(4-piperidyl)triazol-4-yl]pyrazolo[1,5-a]pyridine